tert-butyl (5-(4-(3-methoxypropanoyl)piperazin-1-yl)pyridin-3-yl)carbamate COCCC(=O)N1CCN(CC1)C=1C=C(C=NC1)NC(OC(C)(C)C)=O